N-ethylphenyl-N',N'-dibutylurea C(C)N(C(=O)N(CCCC)CCCC)C1=CC=CC=C1